6-methyl-N4-(1-methyl-4-piperidyl)-N2-[7-(3-pyrrolidin-1-ylpropoxy)-2,3-dihydrobenzofuran-5-yl]pyrimidine-2,4-diamine CC1=CC(=NC(=N1)NC=1C=C(C2=C(CCO2)C1)OCCCN1CCCC1)NC1CCN(CC1)C